[Cl-].C(CCCCCCCCCCCCCCCCCCCCC)C(C)[N+](CC)(CC)CCC behenyl-propyl-triethyl-ammonium chloride